ClC=1C=CC(=NC1)COC1=CC=CC(=N1)NC1CCN(CC1)CC1=NC2=C(N1C[C@H]1OCC1)C=C(C=C2)C(=O)OC methyl (S)-2-((4-((6-((5-chloropyridin-2-yl) methoxy) pyridin-2-yl) amino) piperidin-1-yl) methyl)-1-(oxetan-2-ylmethyl)-1H-benzo[d]imidazole-6-carboxylate